1,1,4-Trifluorocyclohexan FC1(CCC(CC1)F)F